OC1=C(C=C(C=C1)C(C)=O)OC 1-(4-hydroxy-3-methoxyphenyl)ethan-1-one